C(\C=C/C(=O)O)(=O)O Cis-butenedioic acid